(Z)-3-fluoro-4-(6-fluoro-4-(3-(methylsulfonyl)phenyl)-1H-benzo[d]imidazol-1-yl)but-2-en-1-amine hydrochloride Cl.F\C(=C/CN)\CN1C=NC2=C1C=C(C=C2C2=CC(=CC=C2)S(=O)(=O)C)F